O1C(=NC=C1)NC(=O)NCCC1=CC=CC=C1 1-(oxazol-2-yl)-3-phenethylurea